N-(5-((4-(1H-pyrrolo[2,3-b]pyridin-1-yl)pyrimidin-2-yl)amino)-4-methoxy-2-(4-methylpiperazin-1-yl)phenyl)acrylamide N1(C=CC=2C1=NC=CC2)C2=NC(=NC=C2)NC=2C(=CC(=C(C2)NC(C=C)=O)N2CCN(CC2)C)OC